F[B-](F)(F)F.FC(F)(F)C1=CC=CC=2[SH+]C3=C(C21)C=CC=C3 (trifluoromethyl)dibenzothiophenium tetrafluoroborate